(S)-8-(6-Ethoxy-2-fluoropyridin-3-yl)-9-(4-((1-(3-fluoropropyl)pyrrolidin-3-yl)oxy)phenyl)-6,7-dihydro-5H-benzo[7]annulen-3-carbonitril C(C)OC1=CC=C(C(=N1)F)C=1CCCC2=C(C1C1=CC=C(C=C1)O[C@@H]1CN(CC1)CCCF)C=CC(=C2)C#N